C(C)(C)(C)OC(=O)N1[C@H]2CC[C@@H](C1=O)C2.[Si](C)(C)(C(C)(C)C)OCC2=CC=CC(=N2)N2CC(OC(C2)C)C 4-(6-(((tert-butyl-dimethylsilyl)oxy)methyl)pyridin-2-yl)-2,6-dimethylmorpholine tert-butyl-(1S,4R)-3-oxo-2-azabicyclo[2.2.1]heptane-2-carboxylate